piperidin-3-yl-(4-((1-(2,4-dihydroxy-5-isopropylbenzoyl)indol-5-yl)amino)-4-oxobutanoyl)glycine N1CC(CCC1)N(CC(=O)O)C(CCC(=O)NC=1C=C2C=CN(C2=CC1)C(C1=C(C=C(C(=C1)C(C)C)O)O)=O)=O